trans-4-((4-(2-Cyclopropyloxazol-4-yl) pyridin-2-yl)(((trans)-4-(6-methoxy-5-methylpyridin-3-yl)cyclohexyl)methyl) carbamoyl)cyclohexyl 4-methylpiperazine-1-carboxylate CN1CCN(CC1)C(=O)O[C@@H]1CC[C@H](CC1)C(N(C[C@@H]1CC[C@H](CC1)C=1C=NC(=C(C1)C)OC)C1=NC=CC(=C1)C=1N=C(OC1)C1CC1)=O